1-oxo-2,3,4,5-tetrahydro-1H-benzo[c]azepine O=C1NCCCC2=C1C=CC=C2